N1N=CC2=C(C=CC=C12)CN1N=CC2=C(C1=O)N(C1=C2SC(=N1)C(C(=O)OC)C1=NNC=C1)C Methyl 2-(6-((1H-indazol-4-yl)methyl)-4-methyl-5-oxo-5,6-dihydro-4H-thiazolo[5',4':4,5]pyrrolo[2,3-d]pyridazin-2-yl)-2-(1H-pyrazol-3-yl)acetate